4-[4-[3-(4-Acetyl-3-hydroxy-2-propylphenoxy)propylsulfonyl]phenyl]-4-oxo-butanoic acid C(C)(=O)C1=C(C(=C(OCCCS(=O)(=O)C2=CC=C(C=C2)C(CCC(=O)O)=O)C=C1)CCC)O